C/C(=N\\OCC1=CC=CC=C1/C(=C\\OC)/C(=O)OC)/C=C/C2=CC=C(C=C2)Cl The molecule is an enoate ester that is the methyl ester of (2E)-2-{2-[({(E)-[(3E)-4-(4-chlorophenyl)but-3-en-2-ylidene]amino}oxy)methyl]phenyl}-3-methoxyprop-2-enoic acid. A fungicide used for control of leaf blotch, leaf rust and powdery mildew on wheat and other fungal diseases on cucumbers, tomatoes and grapes. It has a role as a mitochondrial cytochrome-bc1 complex inhibitor and an antifungal agrochemical. It is an enoate ester, an enol ether, an oxime O-ether, a member of monochlorobenzenes, a methyl ester and a methoxyacrylate strobilurin antifungal agent.